5-bromo-3-methoxy-1,3-dimethyl-2-oxo-indoline-6-carboxylic acid BrC=1C=C2C(C(N(C2=CC1C(=O)O)C)=O)(C)OC